C(C=C)(=O)NC=1C=C(OC2=NC(=NC=C2C(=O)N)NC2=CC(=CC=C2)OC)C=CC1 4-(3-acrylamidophenoxy)-2-(3-methoxyphenylamino)pyrimidine-5-carboxylic acid amide